4-fluoro-N-(3-(4-isopropyl-3-methylpiperazin-1-yl)phenyl)-7-methyl-1H-indole FC1=C2C=CN(C2=C(C=C1)C)C1=CC(=CC=C1)N1CC(N(CC1)C(C)C)C